3-(3,5-difluoro-4-piperazin-1-yl-anilino)piperidine-2,6-dione FC=1C=C(NC2C(NC(CC2)=O)=O)C=C(C1N1CCNCC1)F